3-amino-6-hydroxy-tyrosine NC=1C=C(C[C@H](N)C(=O)O)C(=CC1O)O